(2R,6S)-N-{2-benzyl-2-azaspiro[3.3]heptan-6-yl}-4-(4-fluoro-3-methylphenyl)-2,6-dimethylpiperazine-1-carboxamide C(C1=CC=CC=C1)N1CC2(C1)CC(C2)NC(=O)N2[C@@H](CN(C[C@@H]2C)C2=CC(=C(C=C2)F)C)C